Methyl 4-iodo-1H-pyrrole-2-carboxylate IC=1C=C(NC1)C(=O)OC